2-((CIS-3-VINYLCYCLOBUTYL)SULFONYL)PYRIMIDINE C(=C)[C@H]1C[C@H](C1)S(=O)(=O)C1=NC=CC=N1